ClC=1C=C(C=CC1F)NC(=O)C1=C(N=CN1C)C1CC2CC(CC2C1)(C1=CC(=NN1CC(C)(O[Si](CC)(CC)CC)C)[N+](=O)[O-])O N-(3-chloro-4-fluorophenyl)-4-(5-hydroxy-5-(1-(2-methyl-2-((triethylsilyl)oxy)propyl)-3-nitro-1H-pyrazol-5-yl)octahydropentalen-2-yl)-1-methyl-1H-imidazole-5-carboxamide